(2S,4R)-1-{2-[4-(dimethylamino)-1H-1,2,3-triazol-5-yl]acetyl}-4-fluoro-N-[(S)-[3-fluoro-4-(propan-2-yl)phenyl](phenyl)methyl]pyrrolidine-2-carboxamide CN(C=1N=NNC1CC(=O)N1[C@@H](C[C@H](C1)F)C(=O)N[C@@H](C1=CC=CC=C1)C1=CC(=C(C=C1)C(C)C)F)C